fluoro-1,2,3,4-tetrahydroisoquinoline-6-carbonitrile FC1NCCC2=CC(=CC=C12)C#N